CCCCCCCCCCCCC(O)O tridecanediol